FC1=CC2=C(N(C(=N2)N2C[C@H]([C@@H](CC2)F)N)CC=2OC(=CN2)C)C=C1F (3r,4r)-1-(5,6-difluoro-1-((5-methyl-oxazol-2-yl)methyl)-1H-benzo[d]imidazol-2-yl)-4-fluoropiperidin-3-amine